BrC=1C=C(C=CC1)[C@H]1[C@@H](C1)C(=O)OC |r| rac-Methyl (1R,2R)-2-(3-bromophenyl)cyclopropane-1-carboxylate